FC1=C(CNC(=O)C=2C(C(=C3N([C@H]4[C@H](CC[C@@H](N(C3=O)C4)C)OC([2H])([2H])[2H])C2)O)=O)C=CC(=C1)F (3S,6S,7R)-N-(2,4-difluorobenzyl)-12-hydroxy-6-(methoxy-d3)-3-methyl-1,11-dioxo-1,4,5,6,7,11-hexahydro-3H-2,7-methanopyrido[1,2-a][1,4]diazonine-10-carboxamide